(6-chloro-5-methyl-pyrazin-2-yl)methanol ClC1=C(N=CC(=N1)CO)C